4-(2,6-dimethoxyphenyl)-5-(3-hydroxypropoxy)-6-oxopyran-2-carboxylic acid COC1=C(C(=CC=C1)OC)C=1C=C(OC(C1OCCCO)=O)C(=O)O